N-(1-methyl-1H-pyrazol-3-yl)-4-(trimethylstannyl)pyrimidin-2-amine CN1N=C(C=C1)NC1=NC=CC(=N1)[Sn](C)(C)C